Dodecyl benzenesulfonate, sodium salt [Na].C1(=CC=CC=C1)S(=O)(=O)OCCCCCCCCCCCC